(4-(9H-carbazol-9-yl)phenyl)amine C1=CC=CC=2C3=CC=CC=C3N(C12)C1=CC=C(C=C1)N